P(OC1=C(C=C(C=C1)C(C)(C)C)C(C)(C)C)([O-])[O-] (2,4-di-tertbutyl phenyl) phosphite